6-[6-[4-[2-(aminomethyl)-3,3-difluoro-allyl]-5-oxo-tetrazol-1-yl]-5-methyl-2-pyridinyl]-8-methyl-3,4-dihydro-1H-quinolin-2-one NCC(CN1N=NN(C1=O)C1=C(C=CC(=N1)C=1C=C2CCC(NC2=C(C1)C)=O)C)=C(F)F